(R)-1-(1-(1H-pyrazole-4-carbonyl)piperidin-3-yl)-3-((5-chloro-1H-indol-2-yl)methyl)-1-methylurea N1N=CC(=C1)C(=O)N1C[C@@H](CCC1)N(C(=O)NCC=1NC2=CC=C(C=C2C1)Cl)C